CC1=C(C(=CC(=C1)N1CC2=C(CCC1)C=C(C=C2)OCC(C(F)(F)F)C)C)NC(CC(C)(C)C)=O N-(2,6-dimethyl-4-(7-(3,3,3-trifluoro-2-methylpropoxy)-1,3,4,5-tetrahydro-2H-benzo[c]azepin-2-yl)phenyl)-3,3-dimethylbutanamide